9,9-bis(2-ethylhexyl)fluorene C(C)C(CC1(C2=CC=CC=C2C=2C=CC=CC12)CC(CCCC)CC)CCCC